OC1=C(C=CC=C1)[N+](=O)[O-] hydroxynitrobenzene